4-methylbenzenesulfonic acid-2-aminophenyl ester NC1=C(C=CC=C1)OS(=O)(=O)C1=CC=C(C=C1)C